N=1C=NN2C1C=C(C=C2)OC2=C(C(=C(C=C2)NC2=NC=NC1=CC=C(C=C21)OC2CC1CCC(C2)N1C(C=C)=O)F)C 1-(endo-3-((4-((4-([1,2,4]Triazolo[1,5-a]pyridin-7-yloxy)-2-fluoro-3-methylphenyl)amino)quinazolin-6-yl)oxy)-8-azabicyclo[3.2.1]octan-8-yl)prop-2-en-1-one